CC=1C=C(C=CC1[N+]#[C-])C1=CC(=C(C=C1)[N+]#[C-])C 3,3'-dimethyl-4,4'-diisocyanobiphenyl